ClC1=C(CNC(=O)C2CCN(CC2)CC2=CC=C(C=C2)OC)C=CC(=C1)C#N N-(2-chloro-4-cyanobenzyl)-1-(4-methoxybenzyl)piperidine-4-carboxamide